6-(3,4-difluorobenzyl)-N-((5-fluoropyridin-2-yl)methyl)-2-methyl-5-oxo-5,6-dihydro-1,6-naphthyridine-3-carboxamide FC=1C=C(CN2C(C=3C=C(C(=NC3C=C2)C)C(=O)NCC2=NC=C(C=C2)F)=O)C=CC1F